C(#C)C1=CC=C2C(CCOC2=C1)NC(OC(C)(C)C)=O tert-butyl (7-ethynylchroman-4-yl)carbamate